C1(CCC1)C1=CN=C(S1)C=1C=C(C(=O)N[C@H](C)C=2C=NC(=NC2)C(F)(F)F)C=C(C1)O[C@@H]1COCC1 3-(5-cyclobutyl-1,3-thiazol-2-yl)-5-[(3S)-tetrahydro-furan-3-yloxy]-N-{(1R)-1-[2-(trifluoromethyl)pyrimidin-5-yl]ethyl}benzamide